FC1=C(C=CC(=C1F)F)CCCCC(=O)O 2,3,4-trifluoro-benzenepentanoic acid